FC1=C(C=CC(=C1)F)C=1C=C2C(=NC1)SC(=C2)C(=O)NC2=CC(=NN2C)C2=C(C=CC=C2)C 5-(2,4-difluorophenyl)-N-(1-methyl-3-(o-tolyl)-1H-pyrazol-5-yl)thieno[2,3-b]pyridine-2-carboxamide